NCCN1C(N(CC1)CCNCCNCC#N)=O 2-((2-((2-(3-(2-aminoethyl)-2-oxoimidazolidin-1-yl)ethyl)amino)ethyl)amino)acetonitrile